5-(5-(azetidin-1-yl)-1H-benzo[d]imidazol-2-yl)-2-hydroxybenzoic acid N1(CCC1)C1=CC2=C(NC(=N2)C=2C=CC(=C(C(=O)O)C2)O)C=C1